FC=1C=C2C=C(NC2=CC1CNC(=O)C=1N=C2N(C(C1)=O)C=CC=C2)CN2[C@H](CC(CC2)(C)C)C (S)-N-((5-fluoro-2-((2,4,4-trimethylpiperidin-1-yl)methyl)-1H-indol-6-yl)methyl)-4-oxo-4H-pyrido[1,2-a]pyrimidine-2-carboxamide